C(C1=CC=CC=C1)=C1C(CCCC1)P(C1CCCCC1)C1CCCCC1 benzylidene(tricyclohexylphosphine)